4,4,5,5-tetramethyl-2-[4-(oxan-2-yloxy)phenyl]-1,3,2-dioxaborolane CC1(OB(OC1(C)C)C1=CC=C(C=C1)OC1OCCCC1)C